Cl.CC12CC3(CC(C4=C(C(C1)C3)C=CC=C4)C2)N 9-methyl-5,6,8,9,10,11-hexahydro-7H-5,9:7,11-dimethanobenzo[9]annulen-7-amine hydrochloride